tert-Butyl 3-fluoro-4-((2-iodo-1-(2,2,2-trifluoroethyl)-1H-indol-4-yl)amino)piperidine-1-carboxylate FC1CN(CCC1NC1=C2C=C(N(C2=CC=C1)CC(F)(F)F)I)C(=O)OC(C)(C)C